6-(6,11-dihydrodibenzo[b,e]thiepin-11-yl)-11-hydroxy-5,6-dihydro-10H-imidazo[1,2-d]pyrido[2,1-f][1,2,4]triazin-10-one C1=CC=CC=2SCC3=C(C(C21)N2N1C(C=4N(C2)C=CN4)=C(C(C=C1)=O)O)C=CC=C3